tert-butyl ((S)-1-(5-carbamoyl-4-((2-isopropyl-6-((cis)-4-methoxycyclohexyl)pyridin-4-yl)amino)pyrimidin-2-yl)piperidin-3-yl)carbamate C(N)(=O)C=1C(=NC(=NC1)N1C[C@H](CCC1)NC(OC(C)(C)C)=O)NC1=CC(=NC(=C1)[C@@H]1CC[C@@H](CC1)OC)C(C)C